(3'R)-2-[6-amino-5-(trifluoromethyl)pyridin-3-yl]-N-[(1-methyl-1H-pyrazol-5-yl)methyl]-6,7-dihydrospiro[pyrazolo[5,1-c][1,4]oxazine-4,3'-pyrrolidine]-1'-carboxamide NC1=C(C=C(C=N1)C1=NN2C(=C1)[C@@]1(CN(CC1)C(=O)NCC1=CC=NN1C)OCC2)C(F)(F)F